C(N)(=O)C1CCC(CC1)N1C2=NC(=NC=C2N=C1NC1=C(C=C(C=C1F)Cl)F)N[C@@H]1[C@@H](CN(CC1)C(=O)OC(C)(C)C)F (3R,4S)-tert-butyl 4-(9-((1s,4R)-4-carbamoylcyclohexyl)-8-(4-chloro-2,6-difluorophenylamino)-9H-purin-2-ylamino)-3-fluoropiperidine-1-carboxylate